tert-Butyl 5-(4-(4,6-dichloro-7H-pyrrolo[2,3-d]pyrimidin-7-yl)phenyl)-7-oxa-4-azaspiro[2.5]octane-4-carboxylate ClC=1C2=C(N=CN1)N(C(=C2)Cl)C2=CC=C(C=C2)C2N(C1(CC1)COC2)C(=O)OC(C)(C)C